N-Boc-2,2-dimethyl-3-cyanopiperidine C(=O)(OC(C)(C)C)N1C(C(CCC1)C#N)(C)C